azobis(methylpropionamidine) N(=NC(C(=N)N)(C)C)C(C(=N)N)(C)C